OC=1C(=NC=CC1O)C(=O)NCC(=O)NCC(C)C 3,4-dihydroxy-N-(2-(isobutylamino)-2-oxoethyl)picolinamide